8-(8-chloronaphthalen-1-yl)-2-(methylthio)-5,6,8,9-tetrahydro-3H-pyrimido[4,5-c]azepin-4,7-dione ClC=1C=CC=C2C=CC=C(C12)N1CC2=C(CCC1=O)C(NC(=N2)SC)=O